1,1,2,2,3,3,4,4,4-nonafluoro-N,N-bis(nonafluorobutyl)butan-1-amine FC(C(C(C(F)(F)F)(F)F)(F)F)(N(C(C(C(C(F)(F)F)(F)F)(F)F)(F)F)C(C(C(C(F)(F)F)(F)F)(F)F)(F)F)F